ClC1=C(C=C(C=C1)C1=NN(C=C1C=O)C)F 3-(4-chloro-3-fluorophenyl)-1-methyl-1H-pyrazole-4-carbaldehyde